C(CNC1=C(C(=C(C(=O)N)C=C1)OC)N)NC1=C(C(=C(C(=O)N)C=C1)OC)N 4,4'-(ethane-1,2-diylbis(azanediyl))bis(3-amino-2-methoxybenzamide)